C(CCC)C1=CC2=C(NC1=O)C(CN2)(C)C 6-Butyl-3,3-dimethyl-1,2,3,4-tetrahydro-pyrrolo[3,2-b]pyridin-5-one